ClC=1C(=C2C=NNC2=C(C1F)N1C(=CC=C1)C)C1=CC=2N(C=C1)N=C(C2)NC(=O)C2C(C2)F N-(5-(5-chloro-6-fluoro-7-(2-methyl-1H-pyrrol-1-yl)-1H-indazol-4-yl)pyrazolo[1,5-a]pyridin-2-yl)-2-fluorocyclopropane-1-carboxamide